COC1=NC(=CC=C1NC(=O)C=1C(=NOC1C)C1=CC=CC=C1)C=1C(=NN(C1)C=1SC=CN1)C N-(2-Methoxy-6-(3-methyl-1-(thiazol-2-yl)-1H-pyrazol-4-yl)pyridin-3-yl)-5-methyl-3-phenylisoxazole-4-carboxamide